sodium (2S,5R)-2-(N-((2-methoxyethyl)sulfonyl)carbamimidoyl)-7-oxo-1,6-diazabicyclo[3.2.1]octan-6-yl sulfate S(=O)(=O)(ON1[C@@H]2CC[C@H](N(C1=O)C2)C(NS(=O)(=O)CCOC)=N)[O-].[Na+]